lithium (tert-butyloxycarbonyl)amide C(C)(C)(C)OC(=O)[NH-].[Li+]